2-(6-(4-(1-(benzo[d][1,3]dioxol-5-yl)ethyl)piperazin-1-yl)pyridin-3-yl)propan-2-ol O1COC2=C1C=CC(=C2)C(C)N2CCN(CC2)C2=CC=C(C=N2)C(C)(C)O